t-butyl (S)-5-methyl-6-oxo-3-(trifluoromethyl)-5,6,6a,7,9,10-hexahydro-8H-pyrazino[1,2-a]pyrido[3,2-e]pyrazin-8-carboxylate CN1C([C@H]2N(C3=C1C=C(C=N3)C(F)(F)F)CCN(C2)C(=O)OC(C)(C)C)=O